O=C1N(C(C2=CC=CC=C12)=O)CC1CCC2(CN(C2)C(=O)OC(C)(C)C)CC1 tert-butyl 7-[(1,3-dioxoisoindolin-2-yl)methyl]-2-azaspiro[3.5]nonane-2-carboxylate